Tert-butyl ((3S,4S)-1-(7-carbamoyl-5-fluoro-2,3-dimethyl-1H-indol-4-yl)-4-fluoropiperidin-3-yl)carbamate C(N)(=O)C=1C=C(C(=C2C(=C(NC12)C)C)N1C[C@@H]([C@H](CC1)F)NC(OC(C)(C)C)=O)F